N-(1'-(2-(7-oxabicyclo[2.2.1]heptan-2-yl)-6-methylpyrimidin-4-yl)-1',2'-dihydrospiro[cyclopropane-1,3'-pyrrolo[3,2-c]pyridin]-6'-yl)acetamide C12C(CC(CC1)O2)C2=NC(=CC(=N2)N2CC1(C=3C=NC(=CC32)NC(C)=O)CC1)C